6-[(7S)-2-{3-[4-(3,6-Dimethylpyridin-2-yl)-3-methylphenyl]-1H-pyrazolo[3,4-b]pyridin-5-yl}-6,7,8,9-tetrahydro-5H-benzo[7]annulen-7-yl]-3-oxa-6-azabicyclo[3.1.1]heptane CC=1C(=NC(=CC1)C)C1=C(C=C(C=C1)C1=NNC2=NC=C(C=C21)C=2C=CC1=C(CC[C@H](CC1)N1C3COCC1C3)C2)C